C(CCCCCCCCC)NC(CCCN(C)C)=O N-decyl-4-(dimethylamino)butyramide